C12CN(CC(CC1)N2)C=2C1=C(N=C(N2)OCC2C3(CCCN3C)CCC2)C(=C(N=C1)C1=CC(=CC2=CC=C(C(=C12)C#C)F)O)F 4-(4-{3,8-diazabicyclo[3.2.1]octan-3-yl}-8-fluoro-2-({1-methyl-1-azaspiro[4.4]nonan-6-yl}methoxy)pyrido[4,3-d]pyrimidin-7-yl)-5-ethynyl-6-fluoronaphthalen-2-ol